OC1=C(C=C(C=C1)C(COC)NC[C@@H](C)NC(OC(C)(C)C)=O)[N+](=O)[O-] tert-butyl ((2R)-1-((1-(4-hydroxy-3-nitrophenyl)-2-methoxyethyl)-amino)propan-2-yl)carbamate